4-(1H-imidazol-3-yl)butanoic acid N1CN(C=C1)CCCC(=O)O